3-[4-chloro-5-methyl-3-(trifluoromethyl)pyrazol-1-yl]-N-methyl-N-(2-methylindazol-6-yl)benzamide ClC=1C(=NN(C1C)C=1C=C(C(=O)N(C=2C=CC3=CN(N=C3C2)C)C)C=CC1)C(F)(F)F